isopropyl (trans-4-(5-(2-(N-(tert-butyl)sulfamoyl)-4-(2-methylthiazol-5-yl)phenyl)thiazol-2-yl)cyclohexyl)carbamate C(C)(C)(C)NS(=O)(=O)C1=C(C=CC(=C1)C1=CN=C(S1)C)C1=CN=C(S1)[C@@H]1CC[C@H](CC1)NC(OC(C)C)=O